N[C@H]1CN(C[C@@H]1F)C1=C(C=NC(=C1C1=CC(=CC(=C1)F)Cl)C#N)C(=O)N[C@@H](C)C1CC1 4-[(3S,4S)-3-amino-4-fluoropyrrolidin-1-yl]-5-(3-chloro-5-fluorophenyl)-6-cyano-N-[(1S)-1-cyclopropylethyl]pyridine-3-carboxamide